OC1=C(C(=O)N2CC3=CC=CC=C3C2)C=C(C(=C1)O)C 2-(2,4-dihydroxy-5-methylbenzoyl)isoindolin